[5-(2-methoxypyridin-4-yl)-1H-pyrazole-3-carbonyl]-N-[(1s,4s)-4-methylcyclohexyl]piperidine-4-carboxamide COC1=NC=CC(=C1)C1=CC(=NN1)C(=O)N1CCC(CC1)C(=O)NC1CCC(CC1)C